N(=[N+]=[N-])[C@@H]1C[C@@H]2OC(OC[C@H]2OC1SC1=CC=C(C=C1)C)C1=CC=CC=C1 (4aR,7R,8aS)-7-azido-6-(4-methylphenyl)sulfanyl-2-phenyl-4,4a,6,7,8,8a-hexahydropyrano[3,2-d][1,3]dioxine